C(C)(C)(C)OC(=O)N1C[C@H](N(CC1)CCCCCCCC)C(=O)O (S)-4-octyl-piperazine-1,3-dicarboxylic acid 1-tert-butyl ester